FC1=CC=C(C=C1)C(CN1CCC(CC1)CN(C(=O)NCC=1SC=CN1)C)=O 1-((1-(2-(4-fluorophenyl)-2-oxoethyl)piperidin-4-yl)methyl)-1-methyl-3-(thiazol-2-ylmethyl)urea